NC(C(=O)O)(CCCCB(O)O)CCCN1CCN(CC1)C(C1=CC=C(C=C1)C(N)=O)=O 2-amino-6-borono-2-(3-(4-(4-carbamoylbenzoyl)piperazin-1-yl)propyl)hexanoic acid